Tert-butyl (6-(((3-amino-4-methoxy-5-(1-methyl-1H-pyrazol-3-yl)benzyl)oxy)methyl)-5-fluoropyridin-2-yl)(4-methoxybenzyl)carbamate NC=1C=C(COCC2=C(C=CC(=N2)N(C(OC(C)(C)C)=O)CC2=CC=C(C=C2)OC)F)C=C(C1OC)C1=NN(C=C1)C